FC=1C=C2C=C(C(NC2=CC1)=O)C=1N=NN(C1)C1=CC=C(C=C1)C(=O)N1C[C@@H](CCC1)OC 6-fluoro-3-{1-[4-((R)-3-methoxy-piperidine-1-carbonyl)-phenyl]-1H-[1,2,3]triazol-4-yl}-1H-quinolin-2-one